(S)-5-(4-((2-cyclopropyl-3-oxo-3,4,5,6,7,8-hexahydroquinoxalin-6-yl)methyl)piperazin-1-yl)-6-fluoro-N-methylpicolinamide C1(CC1)C1=NC=2CC[C@@H](CC2NC1=O)CN1CCN(CC1)C=1C=CC(=NC1F)C(=O)NC